1-(tert-butyl) 2-ethyl 2-(3-((tert-butyldimethylsilyl)oxy)propyl)-3-oxopyrrolidine-1,2-dicarboxylate [Si](C)(C)(C(C)(C)C)OCCCC1(N(CCC1=O)C(=O)OC(C)(C)C)C(=O)OCC